C(CCCCCCC(=O)OC(CCCCCC)CCCCCC)(=O)OCC(CO)CO O8-(1-hexylheptyl) O1-[3-hydroxy-2-(hydroxymethyl)propyl] octanedioate